N-(5-(2-(2,2-dimethylpyrrolidin-1-yl)acetamido)-2-methylpyridin-3-yl)-2-(1-methyl-1H-1,2,3-triazol-5-yl)-1H-pyrrolo[2,3-b]pyridine-5-carboxamide CC1(N(CCC1)CC(=O)NC=1C=C(C(=NC1)C)NC(=O)C=1C=C2C(=NC1)NC(=C2)C2=CN=NN2C)C